CC=1C=NN2C(=NNC(C21)=O)N[C@H]2CN(CCC2)C (R)-3-methyl-7-((1-methylpiperidin-3-yl)amino)pyrazolo[1,5-d][1,2,4]triazin-4(5H)-one